COC1=CC=C(C=C1)/C=C/C(=O)OC[C@H]1OC([C@@H]([C@H]([C@@H]1O)O)O)OC ((2R,3S,4S,5R)-3,4,5-trihydroxy-6-methoxytetrahydro-2H-pyran-2-yl)methyl (E)-3-(4-methoxyphenyl)acrylate